C1(CC1)S(=O)(=O)NC1=CC(=NC=C1)[C@H](C[C@H]1N(CCCC1)C)NC(=O)C=1SC(=CN1)C1=NC(=CN=C1)OCC N-((S)-1-(4-(cyclopropanesulfonamido)pyridin-2-yl)-2-((S)-1-methylpiperidin-2-yl)ethyl)-5-(6-ethoxypyrazin-2-yl)thiazole-2-carboxamide